2-{[4-(4-Cyclohexyl-piperidin-1-yl)-2-(1-fluoro-cyclopropyl)-quinazolin-6-yl]-methyl-amino}-ethanol C1(CCCCC1)C1CCN(CC1)C1=NC(=NC2=CC=C(C=C12)N(CCO)C)C1(CC1)F